3-bromo-4-fluoro-1-{[2-(trimethylsilyl)ethoxy]methyl}-1H-pyrazole BrC1=NN(C=C1F)COCC[Si](C)(C)C